O1C(=CC=C1)C1=CC=C(C=C1)CNC(=O)C1N(C(CN(C1)CC1=NC=CC=C1)C)C(C(C)C)=O N-{[4-(furan-2-yl)phenyl]methyl}-6-methyl-1-(2-methylpropanoyl)-4-[(pyridin-2-yl)methyl]piperazine-2-carboxamide